C(C)(C)(C)OC(=O)N1CCCCC12CCCCC2 1-azaspiro[5.5]undecane-1-carboxylic acid tert-butyl ester